(5-bromo-4-hydroxy-7H-pyrrolo[2,3-d]pyrimidin-7-yl)isonicotinic acid BrC1=CN(C=2N=CN=C(C21)O)C2=C(C(=O)O)C=CN=C2